CC1N(CCOC1)C1=CC(NC(=C1)N1C(CN(CC1)S(=O)(=O)N1CCOCC1)C(F)(F)F)=O 4-(3-methylmorpholin-4-yl)-6-[4-morpholinesulfonyl-2-(trifluoromethyl)piperazin-1-yl]-1H-pyridin-2-one